tri(cyclohexyl)phosphonium bromide [Br-].C1(CCCCC1)[PH+](C1CCCCC1)C1CCCCC1